C12C(C3CC(CC(C1)C3)C2)CC(=O)NC2=CC3=C(N=C(N3)CCOC)C=C2 2-(2-adamantyl)-N-[2-(2-methoxyethyl)-3H-benzimidazol-5-yl]acetamide